ClCC(=O)NCCCN(C)C1=NC2=CC(=C(C=C2C(=N1)NC1CCN(CC1)C1CCCCC1)OC)OC 2-chloro-N-(3-((4-((1-cyclohexylpiperidin-4-yl)amino)-6,7-dimethoxyquinazolin-2-yl)(methyl)amino)propyl)acetamide